C(C1=CC=CC=C1)NCC#C benzyl-(propargyl)amine